sodium o-phenyl-phenolate C1(=CC=CC=C1)C1=C(C=CC=C1)[O-].[Na+]